(6-(5-(3-methyl-pyridin-2-ylamino)-1,2,4-thiadiazol-3-yl)pyridin-3-yl)(pyrrolidin-1-yl)methanone CC=1C(=NC=CC1)NC1=NC(=NS1)C1=CC=C(C=N1)C(=O)N1CCCC1